Cl.C(C1=CC=CC=C1)N1CCC(CC1)N1N=CC=C(C1=O)C1=CC=C(C=C1)OC 2-(1-Benzylpiperidin-4-yl)-4-(4-methoxyphenyl)pyridazin-3(2H)-on Hydrochlorid